CC(C1=CC=CC=C1)N The molecule is a phenylethylamine that is ethylamine substituted by a phenyl group at position 1. It has a role as a human metabolite.